C1(CC1)N1C(C(=CC2=C1N=C(N=C2)N[C@@H]2CNC[C@H](C2)F)C2=C(C(=C(C=C2)NS(=O)(=O)CC2=CC=CC=C2)F)F)=O N-(4-(8-cyclopropyl-2-(((3S,5S)-5-fluoro-piperidin-3-yl)amino)-7-oxo-7,8-dihydro-pyrido[2,3-d]pyrimidin-6-yl)-2,3-difluorophenyl)-1-phenylmethanesulfonamide